NC1=C(C=C(C=N1)C=1C=C(C=CC1)C(=O)N1CCN(CC1)C)OCC1=C(C(=CC=C1F)F)Cl {3-[6-amino-5-(2-chloro-3,6-difluoro-benzyloxy)-pyridin-3-yl]-phenyl}-(4-methyl-piperazin-1-yl)-methanone